C1(CC2C(CC1)O2)CC[Si](C)(C)OC [2-(3,4-epoxycyclohexyl)ethyl](methoxy)dimethylsilane